C(C(CC(CC(CC(CS)S)S)S)S)S nonane-1,2,4,6,8,9-hexathiol